1,3-dimethylimidazolium toluenesulfonate C(C1=CC=CC=C1)S(=O)(=O)[O-].CN1C=[N+](C=C1)C